C1(CC1)N1C(=NC2=C(C=C(C=C2C1=O)F)C1C(C1)C1=C(C(=O)OC)C=CC=C1)N1CCOCC1 methyl 2-[2-(3-cyclopropyl-6-fluoro-2-morpholino-4-oxo-quinazolin-8-yl)cyclopropyl]benzoate